N-(1-(2-chlorothiazol-5-yl)ethyl)-2-methylpropan-2-sulfinamide ClC=1SC(=CN1)C(C)NS(=O)C(C)(C)C